CC1=C(C=2N(C=C1C1=C(C(=NN1)C=1SC(=C(N1)C)C1CCN(CC1)C(CN(C)C)=O)C(C)C)N=CN2)C 1-(4-(2-(5-(7,8-dimethyl-[1,2,4]triazolo[1,5-a]pyridin-6-yl)-4-isopropyl-1H-pyrazol-3-yl)-4-methylthiazol-5-yl)piperidin-1-yl)-2-(dimethylamino)ethan-1-one